3-(6-fluoropyridin-3-yl)-2-[4-(4-methyl-1,2,4-triazol-3-yl)piperidin-1-yl]-6-[(1-methylpyrrolidin-3-yl)oxy]benzonitrile FC1=CC=C(C=N1)C=1C(=C(C#N)C(=CC1)OC1CN(CC1)C)N1CCC(CC1)C1=NN=CN1C